C1(CC1)C1=NN(C(=C1C(F)(F)F)C(=O)NC1=CC(=NC=C1)C(=O)N)CC1OC(CC1)C 4-(3-cyclopropyl-1-((5-methyltetrahydrofuran-2-yl)methyl)-4-(trifluoromethyl)-1H-pyrazole-5-carboxamido)picolinamide